CC1=NC2=C(N=C1C)N=CC(=C2C)C 2,3,7,8-tetramethyl-pyridopyrazine